C(C)(C)(C)OC(=O)N1C2=C(OCC1)C(=CC=N2)Br 8-bromo-2H,3H,4H-pyrido[3,2-b][1,4]oxazine-4-carboxylic acid tert-butyl ester